N-(3-cyclopropyl-1H-pyrazol-5-yl)-2-(1-(6-methylpyridin-2-yl)-1H-pyrazol-4-yl)acetamide C1(CC1)C1=NNC(=C1)NC(CC=1C=NN(C1)C1=NC(=CC=C1)C)=O